C(#C)C1=CC(N(C=2N=C(N=CC21)NC2=CC=C(C=C2)N2CCN(CC2)C(C)C)C2=CC=CC=C2)=O 5-Ethynyl-2-{[4-(4-isopropylpiperazin-1-yl)phenyl]amino}-8-phenylpyrido[2,3-d]pyrimidin-7-one